2-(4-(trifluoromethyl)phenyl)hexahydro-2H-pyrazino[1,2-a]pyrazin-3(4H)-one TFA salt OC(=O)C(F)(F)F.FC(C1=CC=C(C=C1)N1CC2N(CC1=O)CCNC2)(F)F